Tert-butyl 2-(3-fluoro-4-(7-((3-(4-fluoropiperidin-1-yl)propyl)carbamoyl)-3-methylbenzo[d]imidazo[2,1-b]thiazol-2-yl)phenyl)pyrrolidine-1-carboxylate FC=1C=C(C=CC1C=1N=C2SC3=C(N2C1C)C=CC(=C3)C(NCCCN3CCC(CC3)F)=O)C3N(CCC3)C(=O)OC(C)(C)C